C(C#CC)(=O)N1CC2(C1)CN(CCC2)C2=C1C(=C(NC1=C(C=C2F)C(=O)N)C)Cl 4-(2-(but-2-ynoyl)-2,6-diazaspiro[3.5]nonan-6-yl)-3-chloro-5-fluoro-2-methyl-1H-indole-7-carboxamide